FC(C(=O)[O-])(F)F.C(=O)(O)CCCCCCCCCCCCCCCCCCC(=O)OC(OC(C(=O)OC1CC2CCC(C1)[N+]21CCCC1)(C1=CC=CC=C1)C1=CC=CC=C1)C1=CC=CC=C1 3-(2-(((19-Carboxynonadecanoyl)oxy)(phenyl)methoxy)-2,2-diphenylacetoxy)spiro[bicyclo[3.2.1]octane-8,1'-pyrrolidin]-8-ium 2,2,2-trifluoroacetate